CN1C(C(=C(C=C1)[O-])NC(N[C@@H](CC(=O)[O-])C=1C=C(C=C(C1)C)C1=C(C=CC=C1C)C)=O)=O.[Na+].[Na+] sodium (S)-3-(3-(1-methyl-4-oxido-2-oxo-1,2-dihydropyridin-3-yl)ureido)-3-(2',5,6'-trimethyl biphenyl-3-yl)propanoate